ClC1=CC=C(C=C1)C=1N=C2C(=NC1)N=C(S2)NC(C2=CN=C(C=C2C2=C(C=CC=C2OC)F)C#N)=O N-(6-(4-chlorophenyl)thiazolo[4,5-b]pyrazin-2-yl)-6-cyano-4-(2-fluoro-6-methoxyphenyl)nicotinamide